ClC1=NC=C2N(C(N(C2=N1)C1CCCCC1)=O)C 4-(2-chloro-7-methyl-8-oxo-7,8-dihydro-9H-purin-9-yl)cyclohexane